6-phenyl-2H-spiro[silabenzo[2,3-c]pyridine-1,1'-silacyclopentane] C1(=CC=CC=C1)C1=CC2=C(C=C1)[Si]1(CCCC1)NC=C2